Racemic-8-((3aR,6aS)-4,4-dimethyl-5-(methylsulfonyl)hexa-hydropyrrolo[3,4-c]pyrrol-2(1H)-yl)-7-(trifluoromethyl)imidazo[1,5-a]pyridine CC1([C@@H]2[C@H](CN1S(=O)(=O)C)CN(C2)C=2C=1N(C=CC2C(F)(F)F)C=NC1)C |r|